C(C)O[Si](CCCOC(C(=C)CS(=O)(=O)C1=CC=C(C)C=C1)=O)(OCC)OCC.CN([C@@H](C(=O)N)C1=CC(=CC=C1)OC)C (R)-2-(dimethylamino)-2-(3-methoxyphenyl)acetamide 3-(Triethoxysilyl)propyl-2-(tosylmethyl)acrylate